C(C=C)N1N(C2=NC(=NC=C2C1=O)SC)C1=NC(=CC(=C1)O)C(C)(C)O 2-allyl-1-(4-hydroxy-6-(2-hydroxypropan-2-yl)pyridin-2-yl)-6-(methylthio)-1,2-dihydro-3H-pyrazolo[3,4-d]pyrimidin-3-one